CN1C2=C(OCC1=O)C(=CC=C2)C(=O)O 4-methyl-3-oxo-3,4-dihydro-2H-benzo[b][1,4]oxazine-8-carboxylic acid